NC1=C(C=CC=C1)NC(C1=CC=C(C=C1)CCCN1CCC(CC1)CN[C@H]1[C@@H](C1)C=1C=NN(C1)C1=CC=CC=C1)=O N-(2-aminophenyl)-4-(3-(4-((((1R,2S)-2-(1-phenyl-1H-pyrazol-4-yl)cyclopropyl)amino)methyl)piperidin-1-yl)propyl)benzamide